(4-(2-(4-(methylsulfonyl)phenyl)furo[3,2-b]pyridin-7-yl)pyridin-2-yl)(morpholino)methanone CS(=O)(=O)C1=CC=C(C=C1)C1=CC2=NC=CC(=C2O1)C1=CC(=NC=C1)C(=O)N1CCOCC1